FC1=C(OC2C[C@@H]3[C@@H](CN(C3)C[C@H](C3=NC=C(C=C3)O)O)C2)C=CC=C1 (3aR,5R,6aS)-5-(2-fluorophenoxy)-2-((R)-2-hydroxy-2-(5-hydroxypyridin-2-yl)ethyl)hexahydrocyclopenta[c]pyrrol